C(CCC=CCC=CCCCCCCCC)(=O)O 4,7-Hexadecadienoic acid